ClC1=C(C=CC=C1)[C@@H]1C[C@@H](C=2N1N=C(N2)S(=O)(=O)[C@@H]2C(C2)(F)F)F (5S,7S)-5-(2-Chlorophenyl)-7-fluoro-2-[(1S)-2,2-difluorocyclopropyl]sulfonyl-6,7-dihydro-5H-pyrrolo[1,2-b][1,2,4]triazol